N1=C(N=CC=C1)C1(CC1)NC(=O)[C@@H]1CN(CC[C@H]1NC(=O)C1=NOC(=C1)C1CC1)CC1CC1 |r| rac-(3R*,4R*)-4-[(5-Cyclopropyl-isoxazole-3-carbonyl)-amino]-1-cyclopropylmethyl-piperidine-3-carboxylic Acid (1-pyrimidin-2-yl-cyclopropyl)-amide